FC1(C(C1)CNC1=NC(N(C2=CC(=CC=C12)C(F)(F)F)C1=CC=CC=C1)=O)F 4-(((2,2-difluorocyclopropyl)methyl)-amino)-1-phenyl-7-(trifluoromethyl)-quinazolin-2(1H)-one